boric acid tricyclohexyl ester C1(CCCCC1)OB(OC1CCCCC1)OC1CCCCC1